N-(2'-amino-5'H-spiro[chromane-4,4'-thiazol]-6-yl)-4-fluorobenzamide NC=1SCC2(N1)CCOC1=CC=C(C=C12)NC(C1=CC=C(C=C1)F)=O